(2S)-1-acetyl-N-(4-{3-bromo-5-[({(2S)-1-[(2R)-2-(dimethylamino)-2-phenylacetyl]pyrrolidin-2-yl}carbonyl)amino]-1-benzofuran-2-yl}phenyl)pyrrolidine-2-carboxamide C(C)(=O)N1[C@@H](CCC1)C(=O)NC1=CC=C(C=C1)C=1OC2=C(C1Br)C=C(C=C2)NC(=O)[C@H]2N(CCC2)C([C@@H](C2=CC=CC=C2)N(C)C)=O